OC1(CNC2=C3N=CN(C3=NC=N2)[C@H]2[C@@H](O)[C@H](O)[C@H](O2)CO)C(C=CO1)OC 6-(2-hydroxy-3-methoxyfurfurylamino)-9-β-D-arabinofuranosylpurine